(+-)-2-[4-(1-oxo-2-isoindolinyl)phenyl]butanoic acid O=C1N(CC2=CC=CC=C12)C1=CC=C(C=C1)[C@H](C(=O)O)CC |r|